CCCCCCCCC(CCCCCCCC)OC(CCCCCN1N=NC(=C1)CCOC(CCN(C(OCCSSCCOC(C(CCCCCCC)CCCCCCC)=O)=O)CCCNCC(=O)OCC)=O)=O ethyl 9-(3-(2-(1-(6-(heptadecan-9-yloxy)-6-oxohexyl)-1H-1,2,3-triazol-4-yl)ethoxy)-3-oxopropyl)-1-((2-heptylnonanoyl)oxy)-8-oxo-7-oxa-3,4-dithia-9,13-diazapentadecan-15-oate